1,3-dibromoanthracene BrC1=CC(=CC2=CC3=CC=CC=C3C=C12)Br